tert-butyl (5-([1,4'-bipiperidin]-1'-yl)-2-aminophenyl)carbamate N1(CCCCC1)C1CCN(CC1)C=1C=CC(=C(C1)NC(OC(C)(C)C)=O)N